FC1=C2C(CC(OC2=CC=C1)(C)C)NC(=O)[C@H]1[C@@H](C1)[C@@H](CCOC)N1C(NC(CC1=O)(C)C)=[NH2+] [1-[(1R)-1-[(1R,2R)-2-[(5-fluoro-2,2-dimethyl-chroman-4-yl)carbamoyl]cyclopropyl]-3-methoxy-propyl]-4,4-dimethyl-6-oxo-hexahydropyrimidin-2-ylidene]ammonium